2-(2-chloro-3-fluorophenyl)-N-(6-chloropyridazin-4-yl)acetamide ClC1=C(C=CC=C1F)CC(=O)NC1=CN=NC(=C1)Cl